N(=[N+]=[N-])CCOCCNO (2-(2-azidoethoxy)ethyl)hydroxylamine